methylenebisbenzotriazolyl-tetramethyl-butylphenol C=C(C(C1=C(C(=C(C(=C1C)C)C)C)O)(C1=CC=CC=2NN=NC21)C2=CC=CC=1NN=NC12)CC